C(C)(C)(C)OC(=O)N1[C@@H](C[C@@](C1)(CF)F)C(=O)O (2S,4R)-1-(tert-butoxycarbonyl)-4-fluoro-4-(fluoromethyl)pyrrolidine-2-carboxylic acid